The molecule is a hydroxyisoflavone that is daidzein bearing an additional hydroxy substituent at position 2'. It has a role as an anti-inflammatory agent. It derives from a daidzein. It is a conjugate acid of a 2'-hydroxydaidzein(1-). C1=CC(=C(C=C1O)O)C2=COC3=C(C2=O)C=CC(=C3)O